(2S,4R)-1-[2-(9H-fluoren-3-ylformamido)acetyl]-4-fluoro-4-(fluoromethyl)pyrrolidine-2-carboxylic acid C1=CC(=CC=2C3=CC=CC=C3CC12)C(=O)NCC(=O)N1[C@@H](C[C@@](C1)(CF)F)C(=O)O